rac-(6R,6aS,11bR)-11b-hydroxy-9,11-dimethoxy-6a-(4-methoxyphenyl)-6-phenyl-3,4,6,6a,11b,11c-hexahydro-2H-benzofuro[3',2':3,4]cyclopenta[1,2-f][1,4]oxazepin-5(5aH)-one O[C@@]12[C@@]([C@H](C3C(NCCOC31)=O)C3=CC=CC=C3)(OC3=C2C(=CC(=C3)OC)OC)C3=CC=C(C=C3)OC |r|